FC1=C(OCSCC=2NC(NC2)=S)C=CC(=C1)F 4-[(2,4-Difluorophenoxymethylthio)methyl]1,3-dihydroimidazole-2-thione